C(=C)OC(C1=CC=CC=C1)=O benzoic acid vinylester